N-[8-[3-(4-fluorophenyl)-1-methylpyrazol-4-yl]imidazo[1,2-b]pyridazin-2-yl]acetamide tert-butyl-(2R,5S)-2-(but-2-ynoyl)-5-(4-chlorobenzyl)morpholine-4-carboxylate C(C)(C)(C)OC(=O)N1C[C@@H](OC[C@@H]1CC1=CC=C(C=C1)Cl)C(C#CC)=O.FC1=CC=C(C=C1)C1=NN(C=C1C=1C=2N(N=CC1)C=C(N2)NC(C)=O)C